OCCNCC1=CC=C(C=C1)C=1C(=C(C=CC1)C1=C(C(=CC=C1)C1=CC=2N(C=C1)C(=NN2)N2N=C(C=C2)C(=O)NCC(=O)O)C)C (1-(7-(4''-(((2-hydroxyethyl)amino)methyl)-2,2'-dimethyl-[1,1':3',1''-terphenyl]-3-yl)-[1,2,4]triazolo[4,3-a]pyridin-3-yl)-1H-pyrazole-3-carbonyl)glycine